4-(3-bromo-9-ethyl-6,6-dimethyl-11-oxo-6,11-dihydro-5H-benzo[b]carbazol-8-yl)piperazine-1-carboxylate BrC1=CC=C2C=3C(C4=C(C(C3NC2=C1)(C)C)C=C(C(=C4)CC)N4CCN(CC4)C(=O)[O-])=O